C(#N)C1=NC=C(C(=C1)C1=CC=2N(C=C1)N=C(C2)NC(=O)C2CC2)OCC2=NC=CC=C2 N-(5-(2-Cyano-5-(pyridin-2-ylmethoxy)pyridin-4-yl)pyrazolo[1,5-a]pyridin-2-yl)cyclopropanecarboxamide